C(C)(C)(C)N1C(C2=C(CCC1)C(=CN2)C2=NC(=NC=C2C(F)(F)F)NC2CNC(CC2)(C)C)=O 7-tert-butyl-3-{2-[(6,6-dimethylpiperidin-3-yl)amino]-5-(trifluoromethyl)pyrimidin-4-yl}-1H,4H,5H,6H,7H,8H-pyrrolo[2,3-c]azepin-8-one